N-[2-(6-chloropyridin-2-yl)-2-(1-methylpyrazol-4-yl)propyl]-3-(2,4-difluorophenyl)-1,2,4-oxadiazole-5-carboxamide ClC1=CC=CC(=N1)C(CNC(=O)C1=NC(=NO1)C1=C(C=C(C=C1)F)F)(C)C=1C=NN(C1)C